FC=1C=C(COC=2C=C3N(C(N2)=O)C[C@H]2N3COC2)C=C(C1OC=1C=NN(C1)CCC)F (R)-6-((3,5-difluoro-4-((1-propyl-1H-pyrazol-4-yl)oxy)benzyl)oxy)-10,10a-dihydro-1H-oxazolo[3',4':3,4]imidazo[1,2-c]pyrimidin-8(3H)-one